bis(2-hydroxyethyl)-2-nitro-p-phenylenediamine OCCN(C1=CC(=C(C=C1)N)[N+](=O)[O-])CCO